2-(p-tolylsulfonyl)acetophenone C1(=CC=C(C=C1)S(=O)(=O)CC(=O)C1=CC=CC=C1)C